CN(S(=O)(=O)C=1C=C2NCCN(C2=CC1)C)C N,N,1-trimethyl-1,2,3,4-tetrahydroquinoxaline-6-sulfonamide